FC(CC12CC(C1)(C2)C(=O)N(C)OC)F 3-(2,2-difluoroethyl)-N-methoxy-N-methyl-bicyclo[1.1.1]pentane-1-carboxamide